NC=1C2=C(N=CN1)N(C(=C2C2=CC(=C(C=C2)OC2=NC=CC(=N2)C)F)C2=C(C=C(C=C2)NC(C(=C)C2CC2)=O)Cl)C N-(4-(4-amino-5-(3-fluoro-4-((4-methylpyrimidin-2-yl)oxy)phenyl)-7-methyl-7H-pyrrolo[2,3-d]pyrimidin-6-yl)-3-chlorophenyl)-2-cyclopropylacrylamide